Ethyl 2-(4-((4-(4-(trifluoromethyl)benzyl)piperazin-1-yl)methyl)-3-bromophenoxy)-2-methylpropanoate FC(C1=CC=C(CN2CCN(CC2)CC2=C(C=C(OC(C(=O)OCC)(C)C)C=C2)Br)C=C1)(F)F